NC1=NC=2C=CC(=CC2C2=C1[C@@H](OC2)CO)C(=O)N(CC2=NC=C(C=C2)C(F)(F)F)CC(C)C (3R)-4-amino-3-(hydroxymethyl)-N-(2-methylpropyl)-N-((5-(trifluoromethyl)-2-pyridinyl)methyl)-1,3-dihydrofuro[3,4-c]quinoline-8-carboxamide